racemic-[R,R]-4-amino-1-(tert-butyl)piperidine-3-carboxylic acid methyl ester COC(=O)[C@@H]1CN(CC[C@H]1N)C(C)(C)C |r|